xanthineoleamide N1C(=O)NC=2N=C(NC2C1=O)CCCCCCCC\C=C/CCCCCCCC(=O)N